N1C[C@H](CC1)NC(OC(C)(C)C)=O tert-butyl N-[(3S)-pyrrolidin-3-yl]carbamate